CC(CCCOC(C)=O)CCC(CC)C 4,7-Dimethylnonylacetat